2-[(5-bromo-2-pyridyl)oxy]-5-chloro-benzoic acid methyl ester COC(C1=C(C=CC(=C1)Cl)OC1=NC=C(C=C1)Br)=O